BrC1=CC=C(C=C1)C=1C=C(C(=C(C1)F)F)F 5-(4-bromophenyl)-1,2,3-trifluorobenzene